BrC1=CC=C(OC2=C(C=O)C=CC=C2)C=C1 2-(4-Bromophenoxy)benzaldehyde